N1C=C(C2=CC=CC=C12)CCC1N(CCC=2C=C3C(=CC12)OC(O3)C3=CC=CC=C3)CC3CCOCC3 5-(2-(1H-indol-3-yl)ethyl)-2-phenyl-6-((tetrahydro-2H-pyran-4-yl)methyl)-5,6,7,8-tetrahydro-[1,3]dioxolo[4,5-g]isoquinoline